C(C)(=O)C=1C=C(NC1)C(=O)NCC1=CC(=CC=C1)F 4-acetyl-N-(3-fluorobenzyl)-1H-pyrrole-2-carboxamide